C(C)(C)C1=CC(=C(C(=O)O)C=C1)C.FC(C1=C(C=CC=C1)S(=O)(=O)ON1C(CCC1=O)=O)(F)F N-(2-trifluoromethylphenylsulfonyloxy)succinimide 4-isopropyl-2-methylbenzoate